OC=1C=C(C2=CC=CC=C2C1)C1=CC=C2C(=NC(=NC2=C1)OCC12CCCN2CCC1)N1C[C@H]2CC[C@@H](C1)N2C(=O)N[C@H]2CN(CC2)C (1R,5S)-3-(7-(3-hydroxynaphthalen-1-yl)-2-((tetrahydro-1H-pyrrolizin-7a(5H)-yl)methoxy)quinazolin-4-yl)-N-((R)-1-methylpyrrolidin-3-yl)-3,8-diazabicyclo[3.2.1]octane-8-carboxamide